(3-fluoro-4-(3-hydroxypropyl)-8-oxo-5,6,7,8-tetrahydronaphthalen-1-yl)acetamide FC=1C=C(C=2C(CCCC2C1CCCO)=O)CC(=O)N